ClC1=C(C(=O)N2CCN(CC2)C(CN(C(OC(C)(C)C)=O)C)=O)C=CC(=C1)NC=1C=2N(C=CN1)C(=CN2)C2=CC(=C(C=C2)OC)F Tert-butyl (2-(4-(2-chloro-4-((3-(3-fluoro-4-methoxyphenyl)imidazo[1,2-a]pyrazin-8-yl)amino)benzoyl)piperazin-1-yl)-2-oxoethyl)(methyl)carbamate